O=C(C[C@H](C#C)NC(OC(C)(C)C)=O)NC(C1=CC=CC=C1)(C1=CC=CC=C1)C1=CC=CC=C1 tert-butyl (R)-(5-oxo-5-(tritylamino)pent-1-yn-3-yl)carbamate